N1CCNCCCC1 1,4-DIAZOCANE